(3S)-1-[3-(2-fluorophenoxy)-6-nitro-2-(trifluoromethyl)phenyl]piperidine FC1=C(OC=2C(=C(C(=CC2)[N+](=O)[O-])N2CCCCC2)C(F)(F)F)C=CC=C1